N1CC(C1)CNC(=O)C=1C=C2C(=NNC2=CC1)C1=NC2=C(N1)C=C(C=C2)C2=COC=C2 N-(azetidin-3-ylmethyl)-3-(6-(furan-3-yl)-1H-benzo[d]imidazol-2-yl)-1H-indazole-5-carboxamide